O[C@H]1C[C@@H](CC1)OC1=NC(=CC(=C1)C=1C=C(C=CC1C)NC(=O)N1C[C@@H](CC1)CC(F)(F)F)N1CCOCC1 (3S)-N-[3-(2-[[(1R,3R)-3-hydroxycyclopentyl]oxy]-6-(morpholin-4-yl)pyridin-4-yl)-4-methylphenyl]-3-(2,2,2-trifluoroethyl)pyrrolidine-1-carboxamide